NC=1C(=NC=NC1)P(O)(O)=O (5-aminopyrimidin-4-yl)phosphonic acid